ClC1=C2C(=NC=C1OC=1C=NN3C1C=NC(=C3)NC)N=C(N2C)NC=2C=C(C(=C(C(=O)N(C)C)C2)F)C(F)(F)F 5-((7-chloro-1-methyl-6-((6-(methylamino)pyrazolo[1,5-a]pyrazin-3-yl)oxy)-1H-imidazo[4,5-b]pyridin-2-yl)amino)-2-fluoro-N,N-dimethyl-3-(trifluoromethyl)benzamide